ClC=1C=C(C=CC1C1CNCC1)C(=O)[C@@H]1[C@H](C1)C=1N=NNN1 5-[(1S,2S)-2-{[3-chloro-4-(pyrrolidin-3-yl)phenyl]carbonyl}cyclopropyl]-2H-1,2,3,4-tetrazole